N(=C=O)C(C)(C)C1=CC=C(C=C1)C(C)(C)N=C=O 1,4-bis(isocyanato-1-methylethyl)benzol